O1CCC(CC1)C(=O)N[C@H]1CN(CC1)C=1SC=C(N1)C(=O)NC(C(=O)NC(C(=O)OC)=C)=C Methyl (R)-2-(2-(2-(3-(tetrahydro-2H-pyran-4-carboxamido)pyrrolidin-1-yl)thiazole-4-carboxamido)acrylamido)acrylate